NC1=NN=C(S1)OCC1CCC(CC1)(O)C (1s,4s)-4-(((5-amino-1,3,4-thiadiazol-2-yl)oxy)methyl)-1-methylcyclohexan-1-ol